ClC1=C(N=NC(=C1)Cl)C(=O)NC(CCl)(C)C 4,6-dichloro-N-(1-chloro-2-methylprop-2-yl)pyridazine-3-carboxamide